Furan-3-carboxylic Acid [4-(5-trifluoromethyl-1H-benzoimidazol-2-yl)-phenyl]-amide FC(C1=CC2=C(NC(=N2)C2=CC=C(C=C2)NC(=O)C2=COC=C2)C=C1)(F)F